2-methyl-6-[2-[(2S)-2-methylazetidin-1-yl]-6,7-dihydro-5H-cyclopenta[d]pyrimidin-4-yl]isoquinolin-1-one CN1C(C2=CC=C(C=C2C=C1)C=1C2=C(N=C(N1)N1[C@H](CC1)C)CCC2)=O